C(C=C)[Pd-2](Cl)=C1N(C=CN1C1=C(C=CC=C1C(C)C)C(C)C)C1=C(C=CC=C1C(C)C)C(C)C allyl-[1,3-bis(2,6-diisopropylphenyl)imidazol-2-ylidene]chloropalladium (II)